BrC1=C(CC2=C(N)C(=CC(=C2)C)C)C=CC=C1 2-(2-bromobenzyl)-4,6-dimethylaniline